ClC1=C(C=C(C=C1)F)C1NC(C2=C1C(=CC1=C(N(N=C21)C)CC(F)F)NC(=O)C=2C1=C(SC2)C(=CC(=C1)F)F)=O N-[6-(2-chloro-5-fluorophenyl)-3-(2,2-difluoroethyl)-2-methyl-8-oxo-7,8-dihydro-6H-pyrrolo[4,3-g]indazol-5-yl]-5,7-difluorobenzo[b]thiophene-3-carboxamide